5-(8-((2-Butyloctyl)oxy)-N-(3-(dimethylamino)propyl)-8-oxooctanoylamino)-pentadecanoic acid 2-hexyldecyl ester C(CCCCC)C(COC(CCCC(CCCCCCCCCC)N(CCCN(C)C)C(CCCCCCC(=O)OCC(CCCCCC)CCCC)=O)=O)CCCCCCCC